C(C)O[Si](OCC)(OCC)CCC1C(=O)OCC1 triethoxysilylethyl-gamma-butyrolactone